OCCOC1=CC=C(C2=CC=CC=C12)C1(C2=CC=C(C=C2C=2C=C(C=CC12)C1=CC=CC2=CC=CC=C12)C1=CC=CC2=CC=CC=C12)C1=CC=C(C2=CC=CC=C12)OCCO 9,9-bis(4-(2-hydroxyethoxy)-1-naphthyl)-3,6-di(1-naphthyl)fluorene